2-((1-(6-(cyanomethyl)-2-(4,4-dimethylpiperidin-1-yl)-4-oxo-4H-benzopyran-8-yl)ethyl)amino)benzoic acid C(#N)CC=1C=C(C2=C(C(C=C(O2)N2CCC(CC2)(C)C)=O)C1)C(C)NC1=C(C(=O)O)C=CC=C1